CN1N=CC(=C1CC1CC2(CN(C2)C(=O)N2CC3(C2)NC(CCC3)=O)C1)C(F)(F)F 2-[6-[[2-methyl-4-(trifluoromethyl)pyrazol-3-yl]methyl]-2-azaspiro[3.3]heptane-2-carbonyl]-2,5-diazaspiro[3.5]nonan-6-one